FC1=CC(=C(OC=2N=NC(=CC2C(=O)OC)C(F)(F)F)C=C1)C methyl 3-(4-fluoro-2-methyl-phenoxy)-6-(trifluoromethyl)pyridazine-4-carboxylate